N-((1s,3s)-3-(6-((4-(4-((1-(2-(4-(2,6-dioxopiperidin-3-yl)phenoxy)acetyl)piperidin-4-yl)methyl)piperazin-1-yl)phenyl)amino)-9H-purin-9-yl)cyclobutyl)-6-(trifluoromethyl)picolinamide O=C1NC(CC[C@H]1C1=CC=C(OCC(=O)N2CCC(CC2)CN2CCN(CC2)C2=CC=C(C=C2)NC2=C3N=CN(C3=NC=N2)C2CC(C2)NC(C2=NC(=CC=C2)C(F)(F)F)=O)C=C1)=O